6-((3-(6-chloropyridin-3-yl)-5-methylisoxazol-4-yl)methoxy)-N-(3-methyloxetan-3-yl)pyridazine-3-carboxamide ClC1=CC=C(C=N1)C1=NOC(=C1COC1=CC=C(N=N1)C(=O)NC1(COC1)C)C